2,6-dimethyl-1lambda2-Piperazine CC1[N]C(CNC1)C